C(C(=C)C)(=O)OCCCC1=CC(=C(C(=C1)N1N=C2C(=N1)C=CC(=C2)Cl)O)C(C)(C)C 3-(3-t-butyl-5-(5-chlorobenzotriazol-2-yl)-4-hydroxyphenyl)propyl methacrylate